methyl 2-(2-(2-(tert-butyl(methyl)amino)-2-oxoethyl)-5-(5-chloro-2-((oxan-4-yl)amino)pyrimidin-4-yl)-3-oxoisoindolin-1-yl)acetate C(C)(C)(C)N(C(CN1C(C2=CC=C(C=C2C1=O)C1=NC(=NC=C1Cl)NC1CCOCC1)CC(=O)OC)=O)C